5-chloro-6-fluoro-1H-indazol ClC=1C=C2C=NNC2=CC1F